5-(bromomethyl)-1-(2,6-difluorobenzyl)-3-(1,1-dioxotetrahydro-2H-thiopyran-4-yl)-6-(4-nitrophenyl)thieno[2,3-d]pyrimidine-2,4(1H,3H)-dione BrCC1=C(SC=2N(C(N(C(C21)=O)C2CCS(CC2)(=O)=O)=O)CC2=C(C=CC=C2F)F)C2=CC=C(C=C2)[N+](=O)[O-]